C(N)(O[C@@]1(C(CC2=CC(=C(C=C12)OCC)C1=CC=C(C=C1)OCCC)(C)C)[C@@H]1CN2CCC1CC2)=O (S)-quinuclidin-3-yl((R)-6-ethoxy-2,2-dimethyl-5-(4-propoxyphenyl)-2,3-dihydro-1H-inden-1-yl) carbamate